4-isopropyl-cyclohexan-1-one C(C)(C)C1CCC(CC1)=O